FC1(C2CN(CC12)C1=NC2=CC=C(C=C2C=C1C(=O)NC1=CC(=NC=C1)S(N)(=O)=O)F)F 2-(6,6-difluoro-3-azabicyclo[3.1.0]hexan-3-yl)-6-fluoro-N-(2-sulfamoylpyridin-4-yl)quinoline-3-carboxamide